BrC=1C=C2C(=C3C(N(C(C13)(O)C1=C(C=CC(=C1)F)Cl)CC1=CC=C(C=C1)OC)=O)N=C(S2)NC(C)=O N-(5-bromo-6-(2-chloro-5-fluorophenyl)-6-hydroxy-7-(4-methoxybenzyl)-8-oxo-7,8-dihydro-6H-thiazolo[4,5-e]isoindol-2-yl)acetamide